C[C@]1(CNCC1)CNC(OC(C)(C)C)=O tert-butyl (S)-((3-methylpyrrolidin-3-yl)methyl)carbamate